(S)-6-methyl-1-phenyl-1,5,6,7-tetrahydro-4H-pyrazolo[4,3-c]pyridin-4-one C[C@H]1CC2=C(C(N1)=O)C=NN2C2=CC=CC=C2